BrC=1C=C2C(=NC1)C(=NN2C)OCC2CCOCC2 6-Bromo-1-methyl-3-((tetrahydro-2H-pyran-4-yl)methoxy)-1H-pyrazolo[4,3-b]pyridine